FC1=CC=C(CN2C(C(=CC3=CC(=CN=C23)B2OC(C(O2)(C)C)(C)C)C(=O)OCC)=O)C=C1 ethyl 1-(4-fluorobenzyl)-2-oxo-6-(4,4,5,5-tetramethyl-1,3,2-dioxaborolan-2-yl)-1,2-dihydro-1,8-naphthyridine-3-carboxylate